N-[3-(benzenesulfonyloxy)phenyl]-N'-[3-(p-ethylbenzenesulfonyloxy)phenyl]urea C1(=CC=CC=C1)S(=O)(=O)OC=1C=C(C=CC1)NC(=O)NC1=CC(=CC=C1)OS(=O)(=O)C1=CC=C(C=C1)CC